CC(C)(CCC(C=C(C)C)C)O 2,5,7-trimethyloct-6-en-2-ol